2-(4-(6-(6-(5-fluoro-2-hydroxybenzyl)-3,6-diazabicyclo[3.1.1]heptan-3-yl)pyridin-3-yl)-7H-pyrrolo[2,3-d]pyrimidin-6-yl)acetic acid FC=1C=CC(=C(CN2C3CN(CC2C3)C3=CC=C(C=N3)C=3C2=C(N=CN3)NC(=C2)CC(=O)O)C1)O